The molecule is a 5-oxo monocarboxylic acid anion resulting from the removal of a proton from the carboxy group of jasmonic acid. The major species at pH 7.3. It has a role as a plant metabolite. It is a conjugate base of a jasmonic acid. CC/C=C\\C[C@@H]1[C@H](CCC1=O)CC(=O)[O-]